(4-(4-(benzo[d]thiazol-5-ylamino)quinolin-7-yl)-3-fluorophenyl)(piperazin-1-yl)methanone S1C=NC2=C1C=CC(=C2)NC2=CC=NC1=CC(=CC=C21)C2=C(C=C(C=C2)C(=O)N2CCNCC2)F